NCCCN(C(CO)=O)[C@H](C(C)(C)C)C=1N(C=C(N1)C1=C(C=CC(=C1)F)F)CC1=CC=CC=C1 N-(3-Aminopropyl)-N-{(1R)-1-[1-benzyl-4-(2,5-difluorophenyl)-1H-imidazol-2-yl]-2,2-dimethylpropyl}-2-hydroxyacetamid